(R)-6-(3-tosylpropoxy)-2,7,8-trimethyl-2-(4,8,12-trimethyl-tridecane-3,7,11-trien-1-yl)chroman S(=O)(=O)(C1=CC=C(C)C=C1)CCCOC=1C=C2CC[C@](OC2=C(C1C)C)(CCC=C(CCC=C(CCC=C(C)C)C)C)C